COC(C1=NC=C(C=C1Cl)C(Cl)(Cl)Cl)=O 3-chloro-5-trichloromethyl-2-picolinic acid methyl ester